1,1'-(1,3-phenylene)bis(2,2,2-trifluoroethan-1-one) dioxime C1(=CC(=CC=C1)C(C(F)(F)F)=NO)C(C(F)(F)F)=NO